tert-butyl (1S,4R)-4-(4-((S)-2-((tert-butoxycarbonyl)amino)-3-methoxy-3-oxopropyl)phenyl)cyclohexane-1-carboxylate C(C)(C)(C)OC(=O)N[C@@H](CC1=CC=C(C=C1)C1CCC(CC1)C(=O)OC(C)(C)C)C(=O)OC